(1R)-1-phenyl-ethan-1-amine C1(=CC=CC=C1)[C@@H](C)N